CN1C(CN(CC1)C1=CC=C2C(=NNC2=C1)C(NC)=O)C(=O)O 1-methyl-4-(3-(methylcarbamoyl)-1H-indazol-6-yl)piperazine-2-carboxylic acid